CC1=CC=C(C=C1)S(=O)(=O)OCCC=1C=NC(=CC1)C1=CC=C(C=C1)[N+](=O)[O-] 2-(6-(4-nitrophenyl)pyridin-3-yl)ethyl 4-methylbenzenesulfonate